The molecule is major species at pH 7.3 It is a member of benzenes, a methyl ketone, a secondary amino compound and a volatile organic compound. It is a conjugate acid of a 3-(phenethylamino)-butan-2-one. CC(C(=O)C)[NH2+]CCC1=CC=CC=C1